C(C)OC(CC(=O)C(F)(F)F)=O ethyl-4,4,4-trifluoroacetoacetate